NCC1=CC(=C(C=C1)CC(=O)O)OCC1=CC2=C(COC3=C(C=CC=C23)CN)C=C1 2-(4-(aminomethyl)-2-((4-(aminomethyl)-6H-benzo(c)chromen-9-yl)methoxy)phenyl)acetic acid